(4-ethoxy-2-(thiazol-5-yl)quinolin-6-yl)bicyclo[1.1.1]pentane-1-carboxamide C(C)OC1=CC(=NC2=CC=C(C=C12)C1C2(CC1C2)C(=O)N)C2=CN=CS2